(6-chloro-2,3-dihydro-1H-inden-1-yl)methanol (S)-tert-butyl-6-(2-(2-cyclopropylphenyl)pyrrolidin-1-yl)-2-azaspiro[3.3]heptane-2-carboxylate C(C)(C)(C)[C@@H]1N(CC12CC(C2)N2C(CCC2)C2=C(C=CC=C2)C2CC2)C(=O)OCC2CCC1=CC=C(C=C21)Cl